N1C=NC2=C1C=CC(=C2)CCNC=2C1=C(N=CN2)C2=C(S1)N=C1C(=C2CNCCOCCOCCOCCOC)COC(C1)(C)C N-(2-(1H-Benzo[d]imidazol-5-yl)ethyl)-8,8-dimethyl-11-(5,8,11,14-tetraoxa-2-azapentadecyl)-7,10-dihydro-8H-pyrano[3'',4'':5',6']pyrido[3',2':4,5]thieno[3,2-d]pyrimidin-4-amine